(3aR,5S,6aS)-3a,5-dihydroxyhexahydrocyclopenta[c]pyrrole-2(1H)-carboxylic acid benzyl ester C(C1=CC=CC=C1)OC(=O)N1C[C@H]2[C@@](C1)(C[C@H](C2)O)O